6,7-dimethoxy-9-(4-(piperazin-1-yl)quinolin-7-yl)naphtho[2,3-c]furan-1(3H)-one COC1=CC2=CC3=C(C(OC3)=O)C(=C2C=C1OC)C1=CC=C2C(=CC=NC2=C1)N1CCNCC1